ClC1=NC(=CC=C1CCS=C(C)[O-])Cl S-(2-(2,6-dichloropyridin-3-yl)ethyl)thioacetate